C1(=CC(=CC=C1)O)C1=CC=CC=C1 [1,1'-biphenyl]-3-ol